[(4-methylbenzenesulfonyl)oxy]methylpyrrolidine-1-carboxylate CC1=CC=C(C=C1)S(=O)(=O)OCOC(=O)N1CCCC1